5-(3-AMINO-5-OXO-2-PYRAZOLIN-1-YL)-2-PHENOXYBENZENESULFONIC ACID NC1=NN(C(C1)=O)C=1C=CC(=C(C1)S(=O)(=O)O)OC1=CC=CC=C1